FC1=C(C=CC=C1)C(CC(C#N)C1=CC=C(C=C1)F)=O 4-(2-fluorophenyl)-2-(4-fluorophenyl)-4-oxobutyronitrile